trans-4-(3-(4-(morpholinomethyl)styryl)-1H-indazol-6-yl)pyrimidin-2-amine O1CCN(CC1)CC1=CC=C(/C=C/C2=NNC3=CC(=CC=C23)C2=NC(=NC=C2)N)C=C1